7-(2-((5-Fluoro-6-((trans)-4-(trifluoromethyl)cyclohexyl)pyridin-3-yl)oxy)ethyl)-2-thia-7-azaspiro[3.5]nonane 2,2-dioxide FC=1C=C(C=NC1[C@@H]1CC[C@H](CC1)C(F)(F)F)OCCN1CCC2(CS(C2)(=O)=O)CC1